C1(CC1)CC1=NN(C(=C1)CCC=1C=NN(C1C1=C(C=C(C=C1)F)C(C)=O)C)C 1-(2-(4-(2-(3-(cyclopropylmethyl)-1-methyl-1H-pyrazol-5-yl)ethyl)-1-methyl-1H-Pyrazol-5-yl)-5-fluorophenyl)ethan-1-one